(2S,4R)-4-fluoro-N-[(S)-[3-fluoro-4-(propan-2-yl)phenyl](phenyl)methyl]-1-(2-{3-oxo-2H,3H-[1,2,4]triazolo[4,3-a]pyridin-8-yl}acetyl)pyrrolidine-2-carboxamide F[C@@H]1C[C@H](N(C1)C(CC=1C=2N(C=CC1)C(NN2)=O)=O)C(=O)N[C@@H](C2=CC=CC=C2)C2=CC(=C(C=C2)C(C)C)F